N1=CC=C(C=C1)C(C)(C(C)(O)C1=CC=NC=C1)O 2,3-di(4-pyridyl)-2,3-butanediol